C1(=CC=CC=C1)C(C1CO1)OCCCC butyl phenyl-glycidyl ether